O1[C@H](COCC1)COC1=NN=C(S1)N (R)-5-((1,4-dioxan-2-yl)methoxy)-1,3,4-thiadiazol-2-amine